F[C@H]1CN(CC1)CC(=O)NC=1N=CC2=CC=C(C=C2C1)C=1N=NN(C1)C (R)-2-(3-fluoropyrrolidin-1-yl)-N-(6-(1-methyl-1H-1,2,3-triazol-4-yl)isoquinolin-3-yl)acetamide